C1(=CC=CC=C1)N1C=CC2=CC=CN=C12 N-phenyl-7-azaindole